ClC1=C(C=CC=C1)S(=O)(=O)NC1=NC(=C(C=C1F)C=1C=C2C=NC(=NC2=C(C1)C)NC1CCC(CC1)N(C)C)OC 2-chloro-N-(5-(2-(((1r,4r)-4-(dimethylamino)cyclohexyl)amino)-8-methyl-quinazolin-6-yl)-3-fluoro-6-methoxypyridin-2-yl)benzenesulfonamide